1-(4-(4-isopropyl-5-(8-methyl-[1,2,4]triazolo[1,5-a]pyridin-6-yl)-1H-pyrazol-3-yl)phenyl)-N,N-dimethylcyclopropane-1-amine C(C)(C)C=1C(=NNC1C=1C=C(C=2N(C1)N=CN2)C)C2=CC=C(C=C2)C2(CC2)N(C)C